C(C1=CC=CC=C1)OC=1C=2C(N=C(N1)Cl)=NN(C2)C2=C(C=C(C=C2C)C2CC2)C 4-(Benzyloxy)-6-chloro-2-(4-cyclopropyl-2,6-dimethylphenyl)-2H-pyrazolo[3,4-d]pyrimidine